COC1=C(CN)C=CC=C1 2-methoxybenzylamine